C(C)(C)(C)OC(NC1CN(C(C1)C)C1=NNC2=C1C=NC(=C2)Cl)=O (1-(6-chloro-1H-pyrazolo[4,3-c]pyridin-3-yl)-5-methylpyrrolidin-3-yl)carbamic acid tert-butyl ester